N-(4-Ethoxyphenyl)-N1-(2-methoxyphenyl)-6-morpholin-4-yl-[1,3,5]triazine-2,4-diamine C(C)OC1=CC=C(C=C1)NC1N(C(=NC(=N1)N)N1CCOCC1)C1=C(C=CC=C1)OC